4-(6-(4-aminopiperidin-1-yl)-3-(3-fluoro-4-(trifluoro-methoxy)phenyl)-4-hydroxypyridin-2-yl)-2-fluoro-benzonitrile NC1CCN(CC1)C1=CC(=C(C(=N1)C1=CC(=C(C#N)C=C1)F)C1=CC(=C(C=C1)OC(F)(F)F)F)O